C(C)(C)(C)OC(=O)N1CCN(CC1)C=1C=NC(=CC1)Br 4-(6-Bromopyridin-3-yl)piperazine-1-carboxylic acid tert-butyl ester